C(C)(C)S(=O)(C)=NC=1C=C(C(=O)N[C@@H](C)C2=NC=NN2C2=NC=C(C=C2)C(F)(F)F)C=C(C1)C(F)(F)F 3-((isopropyl(methyl)(oxo)-λ6-sulfaneylidene)amino)-5-(trifluoromethyl)-N-((S)-1-(1-(5-(trifluoromethyl)pyridin-2-yl)-1H-1,2,4-triazol-5-yl)ethyl)benzamide